NCC(CO)C1=CC(=C2CN(CC2=C1)C(=O)O)N1CCCC2=CC(=C(C=C12)C(F)F)C=1C=NN(C1)C 6-(1-amino-3-hydroxypropan-2-yl)-4-[7-(difluoromethyl)-6-(1-methylpyrazol-4-yl)-3,4-dihydro-2H-quinolin-1-yl]-1,3-dihydro-isoindole-2-carboxylic acid